2-(2-aminoacetyl)-4-phenylsulfinyl-5-methanesulfonamidoanisole NCC(=O)C1=C(C=C(C(=C1)S(=O)C1=CC=CC=C1)NS(=O)(=O)C)OC